1-(2,4-difluoro-3-methoxy-6-nitrophenyl)propan-1-one FC1=C(C(=CC(=C1OC)F)[N+](=O)[O-])C(CC)=O